ClCC1CN(C2=CC(=C3C(=C12)N=C(O3)C)O)C(=O)C=3NC1=CC=C(C=C1C3)NC(\C=C\C3=CC=C(C=C3)OC)=O (E)-N-(2-(8-(chloromethyl)-4-hydroxy-2-methyl-7,8-dihydro-6H-oxazolo[4,5-E]indole-6-carbonyl)-1H-indol-5-yl)-3-(4-methoxyphenyl)acrylamide